NC1=NC=2C3=C(C(CC2C=N1)(C)C)C(=NN3)C(=O)NC=3SC=C(N3)CC(=O)NC3CCN(CC3)C 8-amino-4,4-dimethyl-N-(4-{2-[(1-methylpiperidin-4-yl)amino]-2-oxoethyl}-1,3-thiazol-2-yl)-4,5-dihydro-1H-pyrazolo[4,3-H]quinazoline-3-carboxamide